6'-chloro-N,6-dimethyl-[2,2'-bipyridine] ClC1=CC=CC(=N1)C=1N(C(C=CC1)C)C